6-chloro-8-[(3S,4R)-3,4-difluoropyrrolidin-1-yl]imidazo[1,2-b]pyridazine ClC=1C=C(C=2N(N1)C=CN2)N2C[C@@H]([C@@H](C2)F)F